3-Bromo-6-chloro-1H-pyrrolo[3,2-c]pyridine BrC1=CNC2=C1C=NC(=C2)Cl